8-isocyanatooctyl-dimethyl-methoxysilane tert-butyl-(R)-6-((tert-butyldimethylsilyl)oxy)-4-(4-methoxybenzyl)-3-oxo-1,4-diazepane-1-carboxylate C(C)(C)(C)OC(=O)N1CC(N(C[C@H](C1)O[Si](C)(C)C(C)(C)C)CC1=CC=C(C=C1)OC)=O.N(=C=O)CCCCCCCC[Si](OC)(C)C